CC1(OB(OC1(C)C)C1=CC=C(C=C1)N1CCCC1)C 1-[4-(4,4,5,5-tetramethyl-1,3,2-dioxaborolan-2-yl)phenyl]Pyrrolidine